Di(aziridin-1-yl)phosphinic acid (S)-5-nitro-4-(3-(piperidine-1-carbonyl) phenoxy)-2,3-dihydro-1H-inden-1-yl ester [N+](=O)([O-])C=1C(=C2CC[C@@H](C2=CC1)OP(=O)(N1CC1)N1CC1)OC1=CC(=CC=C1)C(=O)N1CCCCC1